methyl (2R,3S,5R)-3-((difluoromethyl)sulfonamido)-5-methyl-2-(((6-(pyrimidin-2-yl)bicyclo[4.1.0]heptan-3-yl)oxy)methyl)pyrrolidine-1-carboxylate FC(S(=O)(=O)N[C@@H]1[C@@H](N([C@@H](C1)C)C(=O)OC)COC1CC2CC2(CC1)C1=NC=CC=N1)F